BrC1=C2C=NN(C2=C(C=C1)Cl)C 4-Bromo-7-chloro-1-methyl-1H-indazole